(S)-11-(2-aminoethyl)-4-ethyl-8-fluoro-4-hydroxy-10-methyl-1,12-dihydro-14H-pyrano[3',4':6,7]indolizino[2,1-b]quinoline-3,6,14(4H,11H)-trione NCCN1C2=C(C(C3=CC(=CC(=C13)C)F)=O)C1=CC3=C(C(N1C2)=O)COC([C@]3(O)CC)=O